C(#N)[C@]1([C@H](C1)C)N1C(=CC=2C1=CN=C(C2)C2CC(OCC2)(C)C)C(=O)N(C2=CC=CC=C2)C 1-((1S,2S)-1-cyano-2-methylcyclopropyl)-5-(2,2-dimethyltetrahydro-2H-pyran-4-yl)-N-methyl-N-phenyl-1H-pyrrolo[2,3-c]pyridine-2-carboxamide